diethyl (((5'-methyl-4-(2-methyloctan-2-yl)-2'-(prop-1-en-2-yl)-1',2',3',4'-tetrahydro-[1,1'-biphenyl]-2,6-diyl)bis(oxy))bis(methylene)) bis(carbonate) C(OCC)(OCOC1=CC(=CC(=C1C1C(CCC(=C1)C)C(=C)C)OCOC(OCC)=O)C(C)(CCCCCC)C)=O